tert-butyl 4-(1-(2-aminoethyl)-3-(6-chlorochromane-3-carbonyl)-1H-pyrrolo[3,2-c]pyridin-6-yl)-5-chloro-1H-pyrazole-1-carboxylate NCCN1C=C(C=2C=NC(=CC21)C=2C=NN(C2Cl)C(=O)OC(C)(C)C)C(=O)C2COC1=CC=C(C=C1C2)Cl